C(C1=CC=CC=C1)(=O)OC(N1C(CCC1)=O)C methyl-[(2-oxopyrrolidin-1-yl) methyl] benzoate